(7R,14R)-1-chloro-2-fluoro-11-methoxy-6,7-dihydro-7,14-methanobenzo[f]benzo[4,5]imidazo[1,2-a][1,4]diazocin-5(14H)-one ClC1=C(C=CC=2C(N[C@H]3C=4N([C@@H](C21)C3)C3=C(N4)C=CC(=C3)OC)=O)F